CSC1=NC(=C2NC=NC2=N1)NCCC(=C)C (methylthio)N6-(isopentenyl)adenine